6-(2-(6-methylpyridin-2-yl)-5,6-dihydro-cyclopenta[d]imidazol-1(4H)-yl)imidazo[1,2-a]pyridine-3-carboxamide CC1=CC=CC(=N1)C1=NC2=C(N1C=1C=CC=3N(C1)C(=CN3)C(=O)N)CCC2